(6R)-13-chloro-19-fluoro-14-hydroxy-16,16-dioxo-9-oxa-16λ6-thia-2,17-diazatetracyclo[16.3.1.111,15.02,6]tricosa-1(21),11(23),12,14,18(22),19-hexaen-10-one ClC1=CC=2C(OCC[C@H]3CCCN3C3=CC=C(C(NS(C(=C1O)C2)(=O)=O)=C3)F)=O